OC(CCN=C=S)CCCS(=O)(=O)C 3-hydroxy-6-(methylsulfonyl)hexyl isothiocyanate